C1(=C(C(=CC(=C1)C)C)[B-](C1=C(C=C(C=C1C)C)C)(C1=C(C=C(C=C1C)C)C)C1=C(C=C(C=C1C)C)C)C.C1(CCCCC1)[PH+](C1=CC(=CC(=C1)OC)OC)C1CCCCC1 dicyclohexyl-(3,5-dimethoxyphenyl)phosphonium tetramesitylborate